C=[C]F methylenefluorocarbon